4-amino-2-(4-(3,3-dimethylbutoxy)phenyl)-6-methylpyrimidine-5-carboxylic acid ethyl ester C(C)OC(=O)C=1C(=NC(=NC1C)C1=CC=C(C=C1)OCCC(C)(C)C)N